2-(3-(4-(difluoromethoxy)phenyl)-6-oxopyridazin-1(6H)-yl)-N-(2,2,2-trifluoroethyl)acetamide FC(OC1=CC=C(C=C1)C1=NN(C(C=C1)=O)CC(=O)NCC(F)(F)F)F